FC1=NNC2=CC=C(C=C12)C#CC1=NC(=NC=C1)C1=NC(=NC=C1)N1CC2=CC=C(C=C2C1)OC 3-fluoro-5-((2'-(5-methoxyisoindolin-2-yl)-[2,4'-bipyrimidinyl]-4-yl)ethynyl)-1H-indazole